BrC=1C=2C(C(=NC1)C1=CC=3SC(=CC3S1)N(CCCC)CCCC)=NSN2 [5-(7-bromo-[1,2,5]thiadiazolo[3,4-c]pyridin-4-yl)-thieno[3,2-b]thiophen-2-yl]-dibutyl-amine